6-cyclopropylimidazo[1,2-a]pyridin C1(CC1)C=1C=CC=2N(C1)C=CN2